[C@H]12CNC[C@@H]2C1C(=O)C1CC1 (1R,5S,6r)-3-azabicyclo[3.1.0]hex-6-yl-(cyclopropyl)methanone